CC(C)(C#CC(=C)C)N(C(OC(C)(C)C)=O)C tert-Butyl (2,5-dimethylhex-5-en-3-yn-2-yl)(methyl)carbamate